N-{3-sulfamoyl-4-[4-(trifluoromethyl)-1H-Pyrazol-1-yl]Phenyl}acetamide S(N)(=O)(=O)C=1C=C(C=CC1N1N=CC(=C1)C(F)(F)F)NC(C)=O